4-fluoro-5-(prop-1-en-2-yl)pyridin-2-amine FC1=CC(=NC=C1C(=C)C)N